4,6-bis(dibutylamino)-1,3,5-triazine C(CCC)N(C1=NC=NC(=N1)N(CCCC)CCCC)CCCC